(Z)-N-(2,2-diphenylethyl)-N'-(p-tolyl)thiophene-2-carboximidamide C1(=CC=CC=C1)C(CN\C(=N/C1=CC=C(C=C1)C)\C=1SC=CC1)C1=CC=CC=C1